BrC=1N=C(SC1S(=O)(=O)NC(C)(C)C)CC(C)C 4-Bromo-N-(tert-butyl)-2-isobutylthiazole-5-sulfonamide